FC1=C(C(=O)NC)C(=C(C(=C1F)N1CCNCC1)F)F 2,3,5,6-Tetrafluoro-N-methyl-4-(piperazin-1-yl)benzamide